FC=1C=2C=3C=CC(=C(NCCCCOC4=CC(=CC(NC(=NC1)N2)=C4)C[S@@](=O)(=N)C)C3)F |r| (rac)-3,20-difluoro-10-[(S-methylsulfonimidoyl)methyl]-13-oxa-5,7,18,25-tetraazatetracyclo[17.3.1.12,6.18,12]pentacosa-1(23),2(25),3,5,8(24),9,11,19,21-nonaene